dioxo-3,7,10,13,16-pentaoxa-19-azadocosane-22-sulfonic acid O=C(C=O)OCCCOCCOCCOCCOCCNCCCS(=O)(=O)O